Methyl 4-oxo-4H-pyrido[1,2-a]pyrimidine-2-carboxylate O=C1C=C(N=C2N1C=CC=C2)C(=O)OC